BrC=1C=C(C=C(C1)NS(=O)(=O)C)NC(=O)C=1SC=C(C1)C1=C(C=CC=C1C)O N-(3-bromo-5-(methylsulfonamido)phenyl)-4-(2-hydroxy-6-methylphenyl)thiophene-2-carboxamide